FC(CN1N=NC2=C1C=C(C=C2)C=2C=CN1N=C(N=C(C12)OC)NC1CC(C1)(O)C)F (1s,3s)-3-((5-(1-(2,2-Difluoroethyl)-1H-benzo[d][1,2,3]triazol-6-yl)-4-methoxypyrrolo[2,1-f][1,2,4]triazin-2-yl)amino)-1-methylcyclobutan-1-ol